C(C)OC1=CC=C(C(=O)NC2=NC=CC(=C2)C2=CC(=NC=C2)N2CCC(CC2)O)C=C1 4-ethoxy-N-(2'-(4-hydroxypiperidin-1-yl)-[4,4'-bipyridin]-2-yl)benzamide